1-ISOBUTYL-6-METHOXY-2-OXO-1,2-DIHYDRO-QUINOLINE-3-CARBALDEHYDE C(C(C)C)N1C(C(=CC2=CC(=CC=C12)OC)C=O)=O